C(CCCCCCC)C1=CC=C(C(=O)[O-])C=C1 4-octylbenzoate